F[C@H]1CN(CC[C@H]1OC)C1=NC=CC(=N1)NC=1N=CC2=C(C=CC(=C2C1)C(C)C)N1CC(C1)CS(=O)C N-(2-((3S,4R)-3-fluoro-4-methoxypiperidin-1-yl)pyrimidine-4-yl)-5-isopropyl-8-(3-((methylsulfinyl)methyl)azetidin-1-yl)isoquinolin-3-amine